5-(8-methyl-2,8-diazaspiro[3.5]nonan-2-yl)pyrazine-2-carboxylic acid CN1CCCC2(CN(C2)C=2N=CC(=NC2)C(=O)O)C1